(Z)-(3-fluoro-4-(quinolin-8-ylsulfonyl)but-2-en-1-yl)carbamic acid tert-butyl ester C(C)(C)(C)OC(NC\C=C(\CS(=O)(=O)C=1C=CC=C2C=CC=NC12)/F)=O